[(3-fluoro-1-methylindazol-5-yl)methyl]-8-azabicyclo[3.2.1]octane-3-carboxamide FC1=NN(C2=CC=C(C=C12)CC12CC(CC(CC1)N2)C(=O)N)C